C1(=CC=CC=C1)P(C1=CC=CC=C1)C1=CC=CC=C1.C1(=CC=CC=C1)P(C1=CC=CC=C1)C1=CC=CC=C1.[Na] sodium bis(triphenylphosphine)